ClC1=CC=C(C=C1)[C@H](CC1=NOC(=N1)CN1C(N(C(=C(C1=O)C)C)CCO)=O)O 3-({3-[(2S)-2-(4-chlorophenyl)-2-hydroxyethyl]-1,2,4-oxadiazol-5-yl}methyl)-1-(2-hydroxyethyl)-5,6-dimethyl-1,2,3,4-tetrahydropyrimidine-2,4-dione